C(C)(C)(C)NC(C[C@@H](C(=O)N[C@H](C(=O)NCC1=CC=CC2=CC=CC=C12)COC)NC(=O)C1=NOC(=C1)C)=O (S)-N4-(tert-butyl)-N1-((S)-3-methoxy-1-((naphthalen-1-ylmethyl)amino)-1-oxopropan-2-yl)-2-(5-methylisoxazole-3-carboxamido)succinamide